2,3-dihydropyrido[2,3-f][1,4]thiazepine S1CCN=CC2=C1C=CC=N2